Triacetyl-D-Galactose C(C)(=O)[C@]([C@](C(=O)C(C)=O)(O)C(C)=O)(O)[C@@H](O)[C@H](O)CO